ClC1=C(C=C(C=C1)N1N=CC(=N1)C(=O)NCC1(NC(NC1=O)=O)C1CCC1)F (4-chloro-3-fluorophenyl)-N-[(4-cyclobutyl-2,5-dioxoimidazolidin-4-yl)methyl]-2H-1,2,3-triazole-4-carboxamide